tert-butyl 2-(4-((1-(2,6-dioxopiperidin-3-yl)-3-methyl-2-oxo-2,3-dihydro-1H-benzo[d]imidazol-5-yl)methylene) cyclohexyl)acetate O=C1NC(CCC1N1C(N(C2=C1C=CC(=C2)C=C2CCC(CC2)CC(=O)OC(C)(C)C)C)=O)=O